(S)-4-(8-Ethyl-2-(piperidin-4-yloxy)-7,8-dihydro-1,6-naphthyridin-6(5H)-yl)pyrazolo[1,5-a]pyridine-7-carbonitrile C(C)[C@H]1CN(CC=2C=CC(=NC12)OC1CCNCC1)C=1C=2N(C(=CC1)C#N)N=CC2